(3S,6S,8R,10aR)-6-((tert-butoxycarbonyl)amino)-8-hydroxy-5-oxodecahydropyrrolo[1,2-a]azocine-3-carboxylic acid C(C)(C)(C)OC(=O)N[C@H]1C[C@@H](CC[C@@H]2N(C1=O)[C@@H](CC2)C(=O)O)O